butyl butanethiosulfinate C(CCC)S(OCCCC)=S